Tert-Butyl 3-(6-fluoro-3-pyridyl)azetidine-1-carboxylate FC1=CC=C(C=N1)C1CN(C1)C(=O)OC(C)(C)C